FC1=C(C(=O)O)C=C(C=C1)CC1=NNC(C2=CC=C(C=C12)F)=O 2-fluoro-5-((7-fluoro-4-oxo-3,4-dihydro-phthalazin-1-yl)methyl)benzoic acid